C(CCCCCCC)OC1=CC=C(C=C1)OCCCCCCCC 1,4-dioctyloxybenzene